tert-butyl 4-(2-(4-(4-(((2-(2,6-dioxopiperidin-3-yl)-1,3-dioxoisoindolin-4-yl)amino)methyl)-1H-pyrazol-1-yl)piperidin-1-yl)-2-oxoethyl)piperidine-1-carboxylate O=C1NC(CCC1N1C(C2=CC=CC(=C2C1=O)NCC=1C=NN(C1)C1CCN(CC1)C(CC1CCN(CC1)C(=O)OC(C)(C)C)=O)=O)=O